4-isopropoxy-2-[4-(trifluoromethyl)anilino]pyridine-3-carbonitrile C(C)(C)OC1=C(C(=NC=C1)NC1=CC=C(C=C1)C(F)(F)F)C#N